6-bromo-1-(cyclopentylmethyl)-3-(isoquinolin-4-yl)-5-methylthiophene BrC=1C=C2C(=CN=CC2=CC1)C1=CS(C(=C1)C)CC1CCCC1